2,3-dimethyl-4-chloropyridine CC1=NC=CC(=C1C)Cl